C(C)(C)OC1=CC=C(C=C1)NC(=O)C=1C=C(SC1)C(=O)NC1=CC(=CC=C1)NS(=O)(=O)C N4-(4-isopropoxyphenyl)-N2-(3-(methylsulfonamido)phenyl)thiophene-2,4-dicarboxamide